methyl (S)-2-amino-3-(8-bromochroman-5-yl)propanoate N[C@H](C(=O)OC)CC1=C2CCCOC2=C(C=C1)Br